C1(CCCC1)O[C@@H](CC=1SC(=C(N1)C(C(=O)O)C)C)[C@H](O)C1=CC(=C(C(=C1)OC)C)OC 2-(2-((2S,3R)-2-(cyclopentyloxy)-3-(3,5-dimethoxy-4-methylphenyl)-3-hydroxypropyl)-5-methylthiazol-4-yl)propanoic acid